FC=1C=C(C(=NC1)C1(C=C(C(C(C1)(C)C)=O)C#N)OC)C1=CC(=NC=C1)C(F)(F)F 3-[5-fluoro-2'-(trifluoromethyl)[3,4'-bipyridin]-2-yl]-3-methoxy-5,5-dimethyl-6-oxocyclohex-1-ene-1-carbonitrile